(E)-2-(1-(methylthio)prop-1-en-2-yl)-2-(1-(p-chlorophenyl)vinyl)malononitrile CS\C=C(/C)\C(C#N)(C#N)C(=C)C1=CC=C(C=C1)Cl